(4-((5-chloro-4-(1-isopropyl-1H-pyrazol-4-yl)pyrimidin-2-yl)amino)-3-methoxyphenyl)(4-methyltetrahydro-2H-pyran-4-yl)methanone ClC=1C(=NC(=NC1)NC1=C(C=C(C=C1)C(=O)C1(CCOCC1)C)OC)C=1C=NN(C1)C(C)C